C(C1CO1)OC1=CC=CC2=C(C=CC=C12)OCC1CO1 1,5-diglycidyl-oxynaphthalene